(3R,5R)-3-methoxy-5-methylpiperidine CO[C@H]1CNC[C@@H](C1)C